ClC1=C(C=CC=C1)[C@@H]1[C@H](COC(C1)(C)C)C(=O)N1[C@H](C[C@@]2(CN([C@@H]2C)C(C=C)=O)CC1)C 1-((1R,4R,6S)-7-((3R,4S)-4-(2-chlorophenyl)-6,6-dimethyltetrahydro-2H-pyran-3-carbonyl)-1,6-dimethyl-2,7-diazaspiro[3.5]nonan-2-yl)prop-2-en-1-one